fluorodecalin C1CCC2C(C1)CCCC2F